1-(4-((1R,2S)-6-hydroxy-2-(pyridine-4-yl)-1,2,3,4-tetrahydronaphthalen-1-yl)phenyl)piperidin OC=1C=C2CC[C@@H]([C@@H](C2=CC1)C1=CC=C(C=C1)N1CCCCC1)C1=CC=NC=C1